N=1C=NN2C1C=CC(=C2)C2=CNC=1N=C(N=CC12)NC1CC(C1)(C)N1C(CCC1)=O 1-((1s,3s)-3-((5-([1,2,4]triazolo[1,5-a]pyridin-6-yl)-7H-pyrrolo[2,3-d]pyrimidin-2-yl)amino)-1-methylcyclobutyl)pyrrolidin-2-one